4-bromo-5-(3-((tert-butyldimethylsilyl)oxy)prop-1-yn-1-yl)-6-chloro-1-(tetrahydro-2H-pyran-2-yl)-1H-indazole BrC1=C2C=NN(C2=CC(=C1C#CCO[Si](C)(C)C(C)(C)C)Cl)C1OCCCC1